FC=1C=C(C=C(C1)F)[C@@H]1CC=NN1C(=O)OC1=CC=C(C=C1)[N+](=O)[O-] 4-nitrophenyl (S)-5-(3,5-difluorophenyl)-4,5-dihydro-1H-pyrazole-1-carboxylate